4-(4-methyl-6-oxo-2-(trifluoromethyl)-1,6-dihydrochromeno[7,8-d]imidazol-8-yl)benzonitrile CC1=CC=2C(C=C(OC2C2=C1N=C(N2)C(F)(F)F)C2=CC=C(C#N)C=C2)=O